CC1=CC=C(C=C1)S(=O)(=O)O.ClC1=C(C=C(C=C1)NC(NC1=CC=C(OC2=CC(=NC=C2)C(=O)NC)C=C1)=O)C(F)(F)F 4-{4-[3-(4-chloro-3-trifluoromethylphenyl)ureido]phenoxy}-N2-methylpyridine-2-carboxamide mono(4-methylbenzenesulfonate)